Methyl (1R,2S,5S)-3-[(2S)-2-(ethoxycarbonylamino)-3,3-dimethyl-butanoyl]-6,6-dimethyl-3-azabicyclo[3.1.0]hexane-2-carboxylate C(C)OC(=O)N[C@H](C(=O)N1[C@@H]([C@H]2C([C@H]2C1)(C)C)C(=O)OC)C(C)(C)C